C1C(CC2=CC=CC=C12)NC1=NC=C(C=N1)C=1OC(=NN1)N1CC(C1)(C=1N=NNC1)F N-(2,3-dihydro-1H-inden-2-yl)-5-(5-(3-fluoro-3-(1H-1,2,3-triazol-4-yl)azetidin-1-yl)-1,3,4-oxadiazol-2-yl)pyrimidin-2-amine